ClC1=C2C(NC=NC2=CC=C1SC1=NN(C2=NC(=CN=C21)C2CCC1([C@@H]([C@@H](OC1)C)NC(OC(C)(C)C)=O)CC2)C2OCCCC2)=O tert-Butyl ((3S,4S)-8-(3-((5-chloro-4-oxo-3,4-dihydroquinazolin-6-yl)thio)-1-(tetrahydro-2H-pyran-2-yl)-1H-pyrazolo[3,4-b]pyrazin-6-yl)-3-methyl-2-oxaspiro[4.5]decan-4-yl)carbamate